ClC1=CC(=C(C#N)C=C1)C1=CC=CC2=C1NC(=NS2(=O)=O)NC 4-chloro-2-(3-(methylamino)-1,1-dioxido-4H-benzo[e][1,2,4]thiadiazin-5-yl)benzonitrile